C1(=CC=CC=C1)[C@@H]1CCN2N=C(N=C21)C(=O)N[C@H]2COC1=C(NC2=O)C(=CC(=C1)F)F (7S)-7-phenyl-N-[(3S)-6,8-difluoro-4-oxo-3,5-dihydro-2H-1,5-benzoxazepin-3-yl]-6,7-dihydro-5H-pyrrolo[1,2-b][1,2,4]triazole-2-carboxamide